diglycerin monodecanoate C(CCCCCCCCC)(=O)O.OCC(O)CO.OCC(O)CO